5-(1,9-dimethyl-9H-pyrido[3,4-b]indol-3-yl)oxazole CC1=NC(=CC2=C1N(C1=CC=CC=C21)C)C2=CN=CO2